tert-butyl N-[1-[(1R)-2-[[(1S)-1-cyano-2-[(3S)-2-oxopyrrolidin-3-yl]ethyl]amino]-1-(cyclopropylmethyl)-2-oxo-ethyl]-4-methyl-2-oxo-3-pyridyl]carbamate C(#N)[C@H](C[C@H]1C(NCC1)=O)NC([C@@H](CC1CC1)N1C(C(=C(C=C1)C)NC(OC(C)(C)C)=O)=O)=O